C(CCC)NC1=CC=C(C=C1)C butyl-4-methylaniline